CS(=O)(=O)OCC1(CC1)S(=O)(=O)C1(CC1)CO[Si](C)(C)C(C)(C)C (1-((1-(((tert-butyldimethyl silyl)oxy)methyl)cyclopropyl)sulfonyl)cyclopropyl)methyl methanesulfonate